ClC=1C(=NC=CC1C1=C(C(=CC=C1)C1=NC(=C(C=C1)C=O)OC)Cl)C=1C=C2CCN(CC2=C(C1)OC)CCC(=O)OC methyl 3-(6-(3-chloro-4-(2-chloro-3-(5-formyl-6-methoxypyridin-2-yl)phenyl)pyridin-2-yl)-8-methoxy-3,4-dihydroisoquinolin-2(1H)-yl)propanoate